C(CC\C=C\C)=O (E)-hex-4-enal